2-(2-(6-(4-(2-(trifluoromethyl)phenoxy)piperidin-1-yl)pyridazine-3-carbonyl)hydrazinyl)2-oxoethyl acetate C(C)(=O)OCC(=O)NNC(=O)C=1N=NC(=CC1)N1CCC(CC1)OC1=C(C=CC=C1)C(F)(F)F